C(C)(C)(C)OC(CCCOC=1C=C(C=C(C1)OC)NC(C(=O)O)C1=CC=C(C=C1)Cl)=O 2-((3-(4-(tert-butoxy)-4-oxobutoxy)-5-methoxyphenyl)amino)-2-(4-chlorophenyl)acetic acid